Tetrabutyl-lead C(CCC)[Pb](CCCC)(CCCC)CCCC